C(C)(C)(C)OC(=O)N[C@@H]1C[C@H](C=2C1=CC(=C1C=C(N=CC21)Cl)S(NCC(C)C)(=O)=O)NC(OC(C)(C)C)=O |r| tert-butyl N-[trans-(7RS,9RS)-7-(tert-butoxycarbonylamino)-3-chloro-5-(isobutylsulfamoyl)-8,9-dihydro-7H-cyclopenta[h]isoquinolin-9-yl]carbamate